N1N=CC(=C1)C=1C2=C(C(=NC1)NC(C)C=1C=C(C=CC1)NC(C)=O)CCO2 N-(3-(1-((7-(1H-pyrazol-4-yl)-2,3-dihydrofuro[3,2-c]pyridin-4-yl)amino)ethyl)phenyl)acetamide